CSC(CO)C 2-(methylthio)-1-propanol